CC(C(=O)O\C(=C(\C#N)/C1=CC=C(C=C1)C(C)(C)C)\C=1N(N=C(C1C)C)C)(C)C [(E)-2-(4-tert-butylphenyl)-2-cyano-1-(2,4,5-trimethylpyrazol-3-yl)ethenyl] 2,2-dimethylpropanoate